4-((6-Butoxy-1-ethyl-1H-pyrazolo[3,4-d]pyrimidin-4-yl)aminomethyl)benzenesulfonamide C(CCC)OC1=NC(=C2C(=N1)N(N=C2)CC)NCC2=CC=C(C=C2)S(=O)(=O)N